COC1=C(C=CC(=C1)OC)C=1C=C2C=CC(OC2=C(C1)F)=N 6-(2,4-dimethoxyphenyl)-8-fluoro-2-imino-2H-chromen